C(#N)[C@H]1N(CSC1)C(CNC(=O)C1=CC=NC2=CC=C(C=C12)N1CC(C1)(C)C1CC1)=O (R)-N-(2-(4-Cyanothiazolidin-3-yl)-2-oxoethyl)-6-(3-cyclopropyl-3-methylazetidin-1-yl)quinoline-4-carboxamide